C(C(C)C)(=O)N1CC2(CN(C2)C(=O)OC(C)(C)C)C1 tert-butyl 6-isobutyryl-2,6-diazaspiro[3.3]heptane-2-carboxylate